CC1(OB(OC1(C)C)C=1C=C(C(=O)OC)C=CC1NCC1=CC=C(C=C1)C(F)(F)F)C Methyl 3-(4,4,5,5-tetramethyl-1,3,2-dioxaborolan-2-yl)-4-[[4-(trifluoromethyl)phenyl]methylamino]benzoate